OC[C@H](CNC(OCC1=CC=CC=C1)=O)NC(OC(C)(C)C)=O (S)-benzyl tert-butyl (3-hydroxypropane-1,2-diyl)dicarbamate